(2-furyl)-3-(4-pyridyl)pyrazolo[1,5-a]pyrimidin-5-amine O1C(=CC=C1)C1=NN2C(N=C(C=C2)N)=C1C1=CC=NC=C1